ClC1=CC=C(C=C1)C=1C=C(C=CC1)[C@H]1SCC[C@H](NC1=O)CNC(=O)C1=C(N=NS1)C N-[[(2R,5S)-2-[3-(4-chlorophenyl)phenyl]-3-oxo-1,4-thiazepan-5-yl]methyl]-4-methyl-thiadiazole-5-carboxamide